N-(1-(4-bromothiophen-2-yl)ethyl)-2-methylpropan-2-sulfinamide BrC=1C=C(SC1)C(C)NS(=O)C(C)(C)C